1-(2-chloro-3,4-difluorophenyl)-N-(5-chloro-6-(2H-1,2,3-triazol-2-yl)pyridin-3-yl)-5-(trifluoromethyl)-1H-pyrazole-4-carboxamide ClC1=C(C=CC(=C1F)F)N1N=CC(=C1C(F)(F)F)C(=O)NC=1C=NC(=C(C1)Cl)N1N=CC=N1